1-(6-bromo-2,3-difluorophenyl)ethan-1-one BrC1=CC=C(C(=C1C(C)=O)F)F